tert-butyl (3S)-3-(prop-2-enoylamino)pyrrolidine-1-carboxylate C(C=C)(=O)N[C@@H]1CN(CC1)C(=O)OC(C)(C)C